(7-(thiophen-3-yl)-3-(3-(2-(trifluoromethyl)pyridin-4-yl)-1H-pyrazolo[3,4-b]pyrazin-6-yl)-3-azabicyclo[4.1.0]heptan-7-yl)methanamine S1C=C(C=C1)C1(C2CCN(CC12)C1=CN=C2C(=N1)NN=C2C2=CC(=NC=C2)C(F)(F)F)CN